4-[3-(4-Bromophenyl)acryloyl]benzoic acid BrC1=CC=C(C=C1)C=CC(=O)C1=CC=C(C(=O)O)C=C1